BrC=1C=C2C(=NC1)C(C(N2C2CC(C2)(C)N2CC(OCC2)(C)C)=O)(C)C 6-bromo-1-((1s,3s)-3-(2,2-dimethylmorpholino)-3-methylcyclobutyl)-3,3-dimethyl-1,3-dihydro-2H-pyrrolo[3,2-b]pyridin-2-one